C(=O)O.NC1CC(C1)C(=O)NCCNC(C1=C(C=C(C=C1)NC=1C=2N(C=CN1)C(=CN2)C=2C(=NN(C2)CC#N)C(F)(F)F)CC)=O N-(2-((1r,3r)-3-aminocyclobutane-1-carboxamido)ethyl)-4-((3-(1-(cyanomethyl)-3-(trifluoromethyl)-1H-pyrazol-4-yl)imidazo[1,2-a]pyrazin-8-yl)amino)-2-ethylbenzamide formate